(E)-(1-(2-(methoxyimino)propionyl)piperidin-4-yl)carbamate CO\N=C(\C(=O)N1CCC(CC1)NC([O-])=O)/C